ClC=1C=2N(C=CC1SC=1N=C(C(=NC1C)N1CCC3([C@@H]([C@@H](OC3)C)NC(OC(C)(C)C)=O)CC1)CO)C=C(N2)COC tert-butyl ((3S,4S)-8-(5-((8-chloro-2-(methoxymethyl)imidazo[1,2-a]pyridin-7-yl)thio)-3-(hydroxymethyl)-6-methylpyrazin-2-yl)-3-methyl-2-oxa-8-azaspiro[4.5]decan-4-yl)carbamate